ClC=1C(=NC(=NC1C)N1CC(CCC1)C1CCN(CC1)C(=O)[O-])N[C@H](C)C1=C(C=C(C=C1)Cl)Cl 1-(5-chloro-4-(((R)-1-(2,4-dichlorophenyl)ethyl)amino)-6-methylpyrimidin-2-yl)-[3,4'-bipiperidine]-1'-carboxylate